N1(CCOCC1)C(=O)C=1C=C2C(=CC=NC2=CC1)C=1C=NC=NC1 6-(morpholine-4-carbonyl)-4-(pyrimidin-5-yl)quinolin